CC1(OCCO1)C dimethyl-4,2-dioxolane